2-(5-(4-(7H-pyrrolo[2,3-d]pyrimidin-4-yl)-1H-pyrazol-1-yl)-2-(4-(trifluoromethyl)benzoyl)octahydrocyclopenta[c]pyrrol-5-yl)acetonitrile N1=CN=C(C2=C1NC=C2)C=2C=NN(C2)C2(CC1C(CN(C1)C(C1=CC=C(C=C1)C(F)(F)F)=O)C2)CC#N